1-(4'-methylphenyl)thiourea CC1=CC=C(C=C1)NC(=S)N